FC(OC1=NC=CC(=C1)CNC(=O)NC1C[C@H]2C([C@H]2C1)(F)F)F 1-[[2-(difluoro-methoxy)pyridin-4-yl]methyl]-3-[(1R,3r,5S)-6,6-difluoro-3-bicyclo[3.1.0]hexanyl]urea